C(C)C=1N=C2N(C=C(C=C2)C2CCN(CC2)CC(=O)NCCCO)C1N(C)C=1SC=C(N1)C1=CC=C(C=C1)F 2-(4-(2-ethyl-3-((4-(4-fluorophenyl)thiazol-2-yl)(methyl)amino)imidazo[1,2-a]pyridin-6-yl)piperidin-1-yl)-N-(3-hydroxypropyl)acetamide